2-{1-[2-(aminomethyl)phenyl]pyrazol-3-yl}propan-2-ol NCC1=C(C=CC=C1)N1N=C(C=C1)C(C)(C)O